O=C1NC(CCC1N1C(N(C2=C1C=CC(=C2)[C@H]2[C@@H](CN(CC2)CC(=O)OC(C)(C)C)O)CC)=O)=O tert-butyl 2-((3S,4S)-4-(1-(2,6-dioxopiperidin-3-yl)-3-ethyl-2-oxo-2,3-dihydro-1H-benzo[d]imidazol-5-yl)-3-hydroxypiperidin-1-yl)acetate